Cl.NC=1C=NN2C1C(=C(C=C2)C(C(F)(F)F)O)OC 1-(3-Amino-4-methoxypyrazolo[1,5-a]pyridin-5-yl)-2,2,2-trifluoroethan-1-ol hydrochloride